O1CCN(CC1)NC(SCC1=CC=CC=C1)=S benzyl morpholinodithiocarbamate